C(CCCCCCCCCCCCCCCCC)(=O)OCC(CN(C)C)OC(CCCCCCCCCCCCCCCCC)=O 1,2-distearoyloxy-N,N-dimethyl-3-aminopropane